P(=O)(O)(O)[O-].[Sb+3].P(=O)(O)(O)[O-].P(=O)(O)(O)[O-] antimony dihydrogen phosphate